4-nitrophenyl 3-cyanocyclobutylcarbamate C(#N)C1CC(C1)NC(OC1=CC=C(C=C1)[N+](=O)[O-])=O